ClC=1C=C(C=C(C1)Cl)S(=O)(=O)NC1=CC=C(C=C1)S(=O)(=O)NC=1C=C(C(=O)O)C=CC1 3-(4-(3,5-dichlorophenylsulfonylamino)benzenesulfonylamino)benzoic acid